4-Fluoro-N-((2R,3R)-3-methoxy-1-(pyrrolidin-1-yl)butan-2-yl)-N,3-dimethylbenzamide FC1=C(C=C(C(=O)N(C)[C@H](CN2CCCC2)[C@@H](C)OC)C=C1)C